COC(=O)[C@H]1[C@H]2CC[C@@H](C(N1)=O)N2 (1r,2r,5s)-4-oxo-3,8-diazabicyclo[3.2.1]Octane-2-carboxylic acid methyl ester